rac-7-[3-oxo-3-[4-[5-(trifluoromethyl)pyrimidin-2-yl]piperazin-1-yl]propoxy]-4-(trifluoromethyl)-2,5,6,7-tetrahydrocyclopenta[c]pyridazin-3-one O=C(CCO[C@@H]1CCC=2C1=NNC(C2C(F)(F)F)=O)N2CCN(CC2)C2=NC=C(C=N2)C(F)(F)F |r|